C(C)(C)(C)OC1=CC(=CC(=N1)N1C(COCC1)C(F)(F)F)B1OC(C(O1)(C)C)(C)C 4-[6-tert-butoxy-4-(4,4,5,5-tetramethyl-1,3,2-dioxaborolan-2-yl)-2-pyridyl]-3-(trifluoromethyl)morpholine